((R)-3-(3,4-difluoro-2-methoxyphenyl)-4,5-dimethyl-5-(trifluoromethyl)tetrahydrofuran-2-yl)-3-(1-methoxyethyl)-2-methylpyridine FC=1C(=C(C=CC1F)C1[C@@H](OC(C1C)(C(F)(F)F)C)C1=C(C(=NC=C1)C)C(C)OC)OC